S(N)(=O)(=O)C1=CC(=C(C=C1)NC1CCN(CC1)C(=O)OC(C)(C)C)S(=O)(=O)C(F)(F)F Tert-butyl 4-((4-sulfamoyl-2-((trifluoromethyl)sulfonyl)phenyl)amino)piperidine-1-carboxylate